N-[3-(trifluoromethyl)phenyl](2-methylpentanamide) FC(C=1C=C(C=CC1)NC(C(CCC)C)=O)(F)F